2-[2-[4-[8-chloro-4-(trifluoromethyl)-2-quinolinyl]phenoxy]ethoxy]acetic acid ClC=1C=CC=C2C(=CC(=NC12)C1=CC=C(OCCOCC(=O)O)C=C1)C(F)(F)F